1-(2,2-difluoroethyl)-1H-pyrazole-5-carboxylic acid FC(CN1N=CC=C1C(=O)O)F